tert-butyl (3-fluoro-2-(1-hydroxycyclobutyl)pyridin-4-yl)carbamate FC=1C(=NC=CC1NC(OC(C)(C)C)=O)C1(CCC1)O